C(C)(C)(C)OC(=O)N1CC(OCC1C=1SC(=C(N1)C1=C(C(=CC=C1)NS(=O)(=O)C1=C(C=CC(=C1)F)F)F)C1=NC(=NC=C1)Cl)(C)C 5-{5-(2-chloropyrimidin-4-yl)-4-[3-(2,5-difluorobenzenesulfonylamino)-2-fluoro-phenyl]-thiazol-2-yl}-2,2-dimethylmorpholine-4-carboxylic acid tert-butyl ester